C(C(=C)C)(=O)O.C(CC)P(O)(O)=O (propylphosphonic acid) methacrylate